3-(5-isopropoxy-pyridin-2-yl)-N-(5-isopropyl-3-methoxypyridin-2-yl)-1,2,4-thiadiazol-5-amine C(C)(C)OC=1C=CC(=NC1)C1=NSC(=N1)NC1=NC=C(C=C1OC)C(C)C